8-[1-(2,6-dioxopiperidin-3-yl)-3-methyl-2-oxo-1,3-benzodiazol-5-yl]oct-7-ynoic acid O=C1NC(CCC1N1C(N(C2=C1C=CC(=C2)C#CCCCCCC(=O)O)C)=O)=O